(S)-3-(2-(difluoromethoxy)phenyl)-6-(2-(((R)-tetrahydrofuran-3-yl)amino)pyrimidin-5-yl)-2,3-dihydropyrazolo[1,2-a]indazol-9(1H)-one FC(OC1=C(C=CC=C1)[C@@H]1CCN2N1C=1C=C(C=CC1C2=O)C=2C=NC(=NC2)N[C@H]2COCC2)F